(((2S,3R,4S,6R)-4-(dimethylamino)-3-hydroxy-6-methyltetrahydro-2H-pyran-2-yl)oxy)-8-methoxy-4-(3-methoxypropyl)-6,8,10,12,12-pentamethyl-1-oxa-4-azacyclotridecane-11,13-dione CN([C@@H]1[C@H]([C@@H](O[C@@H](C1)C)OC1OC(C(C(C(CC(CC(CN(C1)CCCOC)C)(C)OC)C)=O)(C)C)=O)O)C